1,3-bis(hydroxymethyl)-5-butyl-isocyanuric acid OCN1C(=O)N(C(=O)N(C1=O)CCCC)CO